4-(4-chloro-2-fluoro-phenyl)-4-cyano-5-(2,2-dimethylpropyl)pyrrolidine-2-carboxylate ClC1=CC(=C(C=C1)C1(CC(NC1CC(C)(C)C)C(=O)[O-])C#N)F